Iron (II) Bis[2-(4-([2,2':6',2''-terpyridin]-4'-yl)phenoxy)ethyl acrylate] N1=C(C=CC=C1)C1=NC(=CC(=C1)C1=CC=C(OCCC(C(=O)[O-])=C)C=C1)C1=NC=CC=C1.N1=C(C=CC=C1)C1=NC(=CC(=C1)C1=CC=C(OCCC(C(=O)[O-])=C)C=C1)C1=NC=CC=C1.[Fe+2]